C1=CC=C(C=C1)C2=CC(=[N+](C(=C2)C3=CC=CC=C3)C4=CC(=C(C(=C4)C5=CC=CC=C5)[O-])C6=CC=CC=C6)C7=CC=CC=C7 2,6-diphenyl-4-(2,4,6-triphenylpyridinio)phenolate